C1(=CC=CC=C1)C(=O)SC(C(=O)OCC)C1=CC=CC=C1 ethyl 2-(phenylcarbonylthio)-2-phenylacetate